C(C)(C)(C)N1C(CN(CC1)C=1N=C(SC1SC(C)C)N1N=C(C(=C1C(=O)O)C1=CC(=CC=C1)F)C)=O 1-(4-(4-(tert-butyl)-3-oxopiperazin-1-yl)-5-(isopropylsulfanyl)thiazol-2-yl)-4-(3-fluorophenyl)-3-methyl-1H-pyrazole-5-carboxylic acid